FC(C(=O)O)(CC1=C(C=NC=C1)C(F)(F)F)F α,α-difluoro-3-(trifluoromethyl)-4-pyridinepropionic acid